P(=O)(OC(C(C)CC1=C(C(=CC=C1CCCCCCCCCCCCCCC)C(C)(C)C)O)CCC(CCCCCCCCC)C(C)(C)C)(OC1=CC=CC=C1)OC1=CC=CC=C1 6-t-butyl-2-(3-t-butyl-2-hydroxy-6-pentadecyl benzyl)-3-pentadecyl diphenyl phosphate